4-chloro-6-methyl-pyridine-2,3-diamine ClC1=C(C(=NC(=C1)C)N)N